CN1N=C(C=C1)O 1-methylpyrazol-3-ol